(7-(3,4-Dimethylphenyl)-2-azaspiro[3.5]nonan-2-yl)((1s,3s)-3-hydroxy-3-methylcyclobutyl)methanone CC=1C=C(C=CC1C)C1CCC2(CN(C2)C(=O)C2CC(C2)(C)O)CC1